ClC=1C=C(C=C2C(=C(C=NC12)C#N)NCC(C)(C)C)N[C@H](C=1N=NN(C1)C1(CC1)C(F)(F)F)C=1C(=NC=CC1)OC (S)-8-chloro-6-(((2-methoxypyridin-3-yl)(1-(1-(trifluoromethyl)cyclopropyl)-1H-1,2,3-triazol-4-yl)methyl)amino)-4-(neopentylamino)quinoline-3-carbonitrile